C(C)NC(=O)C1CNC1 N-ethylazetidin-3-carboxamide